[N+](=O)([O-])C1=C(C=CC=C1)C=1N=C(SC1)N 4-(2-nitrophenyl)thiazol-2-amine